CN(CC(C)([S-])C)C 1-dimethylamino-2-methyl-propane-2-thiolate